FC(OC1=CC=CC=2C(N([C@H]3C=4N([C@@H](C21)C3)C3=C(N4)C=CC(=C3)C=3C=NC(=C(C3)F)P(=O)(C)C)C)=O)F (7R,14R)-1-(difluoromethoxy)-11-(6-(dimethylphosphoryl)-5-fluoropyridin-3-yl)-6-methyl-6,7-dihydro-7,14-methanobenzo[f]benzo[4,5]imidazo[1,2-a][1,4]diazocin-5(14H)-one